O1[C@@H](CC1)CN1C(=NC2=C1C=C(C=C2)C(=O)O)CN2CCN(CC2)C(C2=CC(=CC=C2)OC2=C(C=CC=C2)C)=O (S)-1-(Oxetan-2-ylmethyl)-2-((4-(3-(o-tolyloxy)benzoyl)piperazin-1-yl)methyl)-1H-benzo[d]imidazole-6-carboxylic acid